(2S,3R)-3-(3,4-Difluorophenyl)-2-(4-fluorophenyl)-4-hydroxy-N-((3S)-2-oxo-5-phenyl-2,3-dihydro-1H-benzo[e][1,4]diazepin-3-yl)-butyramide FC=1C=C(C=CC1F)[C@@H]([C@H](C(=O)N[C@H]1N=C(C2=C(NC1=O)C=CC=C2)C2=CC=CC=C2)C2=CC=C(C=C2)F)CO